tert-butyl N-[(2S)-3-(allyloxycarbonylamino)-2-hydroxy-propyl]-N-[(2R)-3-(tert-butoxycarbonylamino)-2-hydroxy-propyl]carbamate C(C=C)OC(=O)NC[C@@H](CN(C(OC(C)(C)C)=O)C[C@@H](CNC(=O)OC(C)(C)C)O)O